cetylsulfosuccinate C(CCCCCCCCCCCCCCC)C(C(=O)[O-])(CC(=O)[O-])S(=O)(=O)O